2-(7-fluorochroman-4-yl)-4-(trifluoromethyl)benzoic acid FC1=CC=C2C(CCOC2=C1)C1=C(C(=O)O)C=CC(=C1)C(F)(F)F